NCCC=1C=C(C=CC1)C[C@H](C(=O)OC(C)(C)C)[C@@H]1CN(CC1)C(=O)OC(C)(C)C tert-butyl (R)-3-((S)-3-(3-(2-aminoethyl)phenyl)-1-(tert-butoxy)-1-oxopropane-2-yl)pyrrolidine-1-carboxylate